N-[2-({4-[3-(2,5-difluorophenyl)-1H-pyrrolo[3,2-b]pyridin-2-yl]pyridin-3-yl}oxy)ethyl]-N-methylprop-2-enamide FC1=C(C=C(C=C1)F)C1=C(NC=2C1=NC=CC2)C2=C(C=NC=C2)OCCN(C(C=C)=O)C